COC1=CC=C(C=C1)N1N=C(NC1=O)[C@@H]1CN(CCC1)CC1=CC=C(C=C1)S(=O)(=O)C (s)-2-(4-methoxyphenyl)-5-(1-(4-(methylsulfonyl)benzyl)piperidin-3-yl)-2,4-dihydro-3H-1,2,4-triazol-3-one